BrN1N(C2=CC=C(C=C2C1)C)C1OCCCC1 2-bromo-5-methyl-1-(tetrahydro-2H-pyran-2-yl)-1H-indazole